BrC1=NN(C2=CC=CC=C12)C1OCCCC1 3-bromo-1-(tetrahydro-2H-pyran-2-yl)-1H-indazole